C(CC)Cl.[Al] Aluminum propyl chloride